(3aR,5s,6aS)-N-[6-(2-fluorophenyl)pyridazin-3-yl]-2-(tetrahydropyran-4-ylmethyl)-3,3a,4,5,6,6a-hexahydro-1H-cyclopenta[c]pyrrol-5-amine FC1=C(C=CC=C1)C1=CC=C(N=N1)NC1C[C@@H]2[C@@H](CN(C2)CC2CCOCC2)C1